(M)-tert-Butyl (S)-4-(6-fluoro-1-(2-isopropyl-4-methylpyridin-3-yl)-2-oxo-7-(trimethylstannyl)-1,2-dihydropyrido[2,3-d]pyrimidin-4-yl)-3-methylpiperazine-1-carboxylate FC1=CC2=C(N(C(N=C2N2[C@H](CN(CC2)C(=O)OC(C)(C)C)C)=O)C=2C(=NC=CC2C)C(C)C)N=C1[Sn](C)(C)C